(±)-endo-2-aminonorbornane NC1C2CCC(C1)C2